N-[2-[2-(2-hydroxyethylamino)ethoxy]ethyl]-4-[[3-(4-methoxyphenyl)imidazo[1,2-a]pyrazin-8-yl]amino]-2-methyl-benzamide OCCNCCOCCNC(C1=C(C=C(C=C1)NC=1C=2N(C=CN1)C(=CN2)C2=CC=C(C=C2)OC)C)=O